(2s,3r)-2-amino-6-dihydroxyboryl-3-(ureidomethyl)hexanoic acid N[C@H](C(=O)O)[C@H](CCCB(O)O)CNC(=O)N